C(C)(C)(C)OC(=O)N1CC(CCC1)COC1=NC=CN=C1C.IC=1C=C(C=CC1)C(=C)NC(C)=O N-(1-(3-iodophenyl)vinyl)acetamide tert-butyl-3-(((3-methylpyrazin-2-yl)oxy)methyl)piperidine-1-carboxylate